N-(7-cyclopropyl-6-methyl-1-(prop-2-yn-1-yl)-1H-indazol-3-yl)-4-fluorobenzamide C1(CC1)C=1C(=CC=C2C(=NN(C12)CC#C)NC(C1=CC=C(C=C1)F)=O)C